1,2-difluoro-3-((4-fluoro-2-(methoxy-d3)-5-nitrophenoxy)methyl-d2)-4-(methoxy-d3)benzene FC1=C(C(=C(C=C1)OC([2H])([2H])[2H])C([2H])([2H])OC1=C(C=C(C(=C1)[N+](=O)[O-])F)OC([2H])([2H])[2H])F